1-n-octyl-3-phenyl-3,4-dihydro-1H-benzopyrano[4,3-d]pyrimidine C(CCCCCCC)N1CN(CC2=C1C1=C(OC2)C=CC=C1)C1=CC=CC=C1